BrC(C(C)C)Br α-bromoisobutyl bromide